tert-butyl-(trimethylsilyl)dimethylketene C(C)(C)(C)C(C(=C=O)C)[Si](C)(C)C